mono-methoxybenzene COC1=CC=CC=C1